((3R,7aS)-3-(fluoromethyl) hexahydro-1H-pyrrolizin-7a-yl) methylbenzoate CC1=C(C(=O)O[C@@]23CCCN3[C@H](CC2)CF)C=CC=C1